aminoindenol C1=CC=C2C(C(=CC2=C1)N)O